C(C)(C)(C)OC(N(C)CCCOC)=O (3-methoxypropyl)(methyl)carbamic acid tert-butyl ester